C(C(C)(C)C)(=O)OC1=CC(=CC2=CC=C(C(=C12)Cl)F)OCOC 8-Chloro-7-fluoro-3-(methoxymethoxy)naphthalen-1-yl pivalate